5-carboxy-2-tetrahydrofuranmethanol C(=O)(O)C1CCC(O1)CO